2-(4-methylbenzoyl)-3-nitrobenzoic acid CC1=CC=C(C(=O)C2=C(C(=O)O)C=CC=C2[N+](=O)[O-])C=C1